cesium 3-methoxy-2-(4-methyl-3-nitro-pyrazol-1-yl)propanoate COCC(C(=O)[O-])N1N=C(C(=C1)C)[N+](=O)[O-].[Cs+]